(S)-1-(4-(6'-hydroxy-3',4'-dihydro-1'H-spiro[cyclobutane-1,2'-naphthalene]-1'-yl)phenyl)piperidine-4-carbaldehyde OC=1C=C2CCC3([C@H](C2=CC1)C1=CC=C(C=C1)N1CCC(CC1)C=O)CCC3